[(3-chloro-2-methoxyphenyl)amino]-2-[3-(prop-1-yn-1-yl)pyridin-4-yl]-1H,5H,6H,7H-pyrrolo[3,2-c]pyridin-4-one ClC=1C(=C(C=CC1)NN1C(=CC=2C(NCCC21)=O)C2=C(C=NC=C2)C#CC)OC